ClC=1C(=CC(=NC1)C#N)C=1NC2=CC(=C(C(=C2C(C1)=O)F)N1CC(CCC1)C(=O)N(C)C)F 1-(2-(5-chloro-2-cyanopyridin-4-yl)-5,7-difluoro-4-oxo-1,4-dihydroquinolin-6-yl)-N,N-dimethylpiperidine-3-carboxamide